6-bromo-1-iodoimidazo[1,5-a]pyridine BrC=1C=CC=2N(C1)C=NC2I